FC(C=1C(=C(C=CC1)[C@@H](C)NC1=NC(=NC2=CC=C(C=C12)NC)C)F)F (R)-N4-(1-(3-(difluoromethyl)-2-fluorophenyl)ethyl)-N6,2-dimethylquinazoline-4,6-diamine